C(C)(C)(C)OC(=O)N1CC(CC(C1)(C1=CNC2=NC=CC=C21)O)C(=O)O 1-(tert-butoxycarbonyl)-5-hydroxy-5-(1H-pyrrolo[2,3-b]pyridin-3-yl)piperidine-3-carboxylic acid